Methyl 2-(2-{[(tert-butoxy) carbonyl] amino} ethyl)-1,3-thiazole-4-carboxylate C(C)(C)(C)OC(=O)NCCC=1SC=C(N1)C(=O)OC